(±)-N-(1-(N-Acetylsulfamoyl)-4-(3-aminophenyl)piperidin-4-yl)-4,5-dichloro-1-methyl-1H-indole-2-carboxamide C(C)(=O)NS(=O)(=O)N1CCC(CC1)(C1=CC(=CC=C1)N)NC(=O)C=1N(C2=CC=C(C(=C2C1)Cl)Cl)C